(S)-4-(1-aminoethyl)-2-fluoro-N-methylbenzamide N[C@@H](C)C1=CC(=C(C(=O)NC)C=C1)F